ethyl tertiary butyl sulfide C(C)(C)(C)SCC